(3-methyl)-2-butenoate CC(=CC(=O)[O-])C